C(CCCC[C@@H]1SC[C@@H]2NC(=O)N[C@H]12)(=O)C(C(=O)O)CCC biotinylvaleric acid